titanium bis(ethylacetoacetate) di-sec-butoxide CC([O-])CC.CC([O-])CC.C(C)CC(CC(=O)[O-])=O.C(C)CC(CC(=O)[O-])=O.[Ti+4]